(S,Z)-3-(7-(2-(hydroxymethyl)-4-(methoxyimino)pyrrolidine-1-carbonyl)-2,3-dihydro-1H-inden-4-yl)-2-methylbenzonitrile OC[C@H]1N(C\C(\C1)=N/OC)C(=O)C=1C=CC(=C2CCCC12)C=1C(=C(C#N)C=CC1)C